COC(C1=C(C(=CC=C1)F)OC(F)F)=O 2-(difluoromethoxy)-3-fluorobenzoic acid methyl ester